Furo[2,3-c]pyridine-2-carboxylic acid 4-(4-amino-cyclohexylsulfamoyl)-benzylamide NC1CCC(CC1)NS(=O)(=O)C1=CC=C(CNC(=O)C2=CC=3C(=CN=CC3)O2)C=C1